methyl 2-(4-chloro-2-fluorophenyl)-2-(3-(methyl(7H-pyrrolo[2,3-d]pyrimidin-4-yl)amino)pyrrolidin-1-yl)acetate ClC1=CC(=C(C=C1)C(C(=O)OC)N1CC(CC1)N(C=1C2=C(N=CN1)NC=C2)C)F